C(C)OC(=O)CN1N=CC(=C1)B1OC(C)(C)C(C)(C)O1 1-(ethoxycarbonylmethyl)-1H-pyrazole-4-boronic acid pinacol ester